2-methyl-4-(4,4,5,5-tetramethyl-1,3,2-dioxaborolan-2-yl)-1,2,3-triazole CN1N=CC(=N1)B1OC(C(O1)(C)C)(C)C